3-[3-methyl-2-oxo-4-[[4-(4-piperidyl)piperazin-1-yl]methyl]benzimidazol-1-yl]piperidine CN1C(N(C2=C1C(=CC=C2)CN2CCN(CC2)C2CCNCC2)C2CNCCC2)=O